CC(C(=O)N)(CCCCCCCCCCCC)C dimethyltetradecaneamide